C(C)(C)N1CC(CCC1)(C)C1=NOCC(O1)CN1CCCCC1 (1-isopropyl-3-methylpiperidin-3-yl)-5-(piperidin-1-ylmethyl)-5,6-dihydro-1,4,2-dioxazine